C(C1=CC=CC=C1)OC[C@@]1(CN(CC1)C(=O)OC(C)(C)C)CCC=1SC(=CC1)F tert-butyl (S)-3-((benzyloxy)methyl)-3-(2-(5-fluorothiophene-2-yl)ethyl)pyrrolidine-1-carboxylate